tert-butyl 4-(6-bromo-4-methoxy-2-methylindazol-3-yl)-2-(difluoromethoxy)-6-methoxybenzoate BrC=1C=C(C2=C(N(N=C2C1)C)C1=CC(=C(C(=O)OC(C)(C)C)C(=C1)OC)OC(F)F)OC